distearyl dithiopropionate CCCCCCCCCCCCCCCCCCOC(=O)CCSSCCC(=O)OCCCCCCCCCCCCCCCCCC